(2S,3R)-1-[7,7-difluoro-4-(1,2,3,4-tetrahydroisoquinolin-6-yl)-5,6-dihydrocyclopenta[d]pyrimidin-2-yl]-2-methyl-azetidin-3-ol FC1(CCC2=C1N=C(N=C2C=2C=C1CCNCC1=CC2)N2[C@H]([C@@H](C2)O)C)F